(R)-N-tert-butyl-5-(2-(5-fluoro-2-oxo-1,2-dihydropyridin-3-yl)pyrrolidin-1-yl)pyrazolo[1,5-a]pyrimidine-3-carboxamide C(C)(C)(C)NC(=O)C=1C=NN2C1N=C(C=C2)N2[C@H](CCC2)C=2C(NC=C(C2)F)=O